C(C)(C)C1=C(NC2=CC=C(C=C12)C1=NN2C(CN(CC2)CCNC)=N1)C1=C2C(=NC=C1)NN=C2 2-(2-(3-isopropyl-2-(1H-pyrazolo[3,4-b]pyridin-4-yl)-1H-indol-5-yl)-5,6-dihydro-[1,2,4]triazolo[1,5-a]pyrazin-7(8H)-yl)-N-methylethan-1-amine